tert-butyl (4-(4-amino-3-iodo-1H-pyrazolo[3,4-d]pyrimidin-1-yl)butyl)carbamate NC1=C2C(=NC=N1)N(N=C2I)CCCCNC(OC(C)(C)C)=O